CC=1N=C(SC1S(=O)(=O)N1CCN(CC1)C[C@H](C)NC1=NC=NC2=C(C=CC=C12)C(F)(F)F)NC(=O)C1CCCC1 N-[4-methyl-5-({4-[(2S)-2-{[8-(trifluoromethyl)quinazolin-4-yl]amino}propyl]piperazin-1-yl}sulfonyl)-1,3-thiazol-2-yl]cyclopentanecarboxamide